C(C)(=O)C=1C=C(C=CC1F)NC(=O)NC=1C=C2C(N(C(=NC2=CC1)CN1CCN(CC1)C)CCOC)=O 1-(3-acetyl-4-fluorophenyl)-3-(3-(2-methoxyethyl)-2-((4-methylpiperazin-1-yl)methyl)-4-oxo-3,4-dihydroquinazolin-6-yl)urea